(1R*,2R*)-2-((R)-7-chloro-8-methoxy-2-(2-methoxyacetyl)-1-methyl-2,3-dihydro-1H-pyrrolo[3,4-c]quinolin-6-yl)cyclopropane-1-carboxylic acid ClC=1C(=CC=2C3=C(C=NC2C1[C@H]1[C@@H](C1)C(=O)O)CN([C@@H]3C)C(COC)=O)OC |o1:11,12|